butyraldehyde acrylate C(C=C)(=O)O.C(CCC)=O